7-cyclopentyl-2-((5-(4-((2-(2,6-dioxopiperidin-3-yl)-6-fluoro-1,3-dioxoisoindolin-5-yl)methyl)piperazin-1-yl)pyridin-2-yl)amino)-N,N-dimethyl-7H-pyrrolo[2,3-d]pyrimidine-6-carboxamide C1(CCCC1)N1C(=CC2=C1N=C(N=C2)NC2=NC=C(C=C2)N2CCN(CC2)CC=2C=C1C(N(C(C1=CC2F)=O)C2C(NC(CC2)=O)=O)=O)C(=O)N(C)C